[Si](C)(C)(C(C)(C)C)OCC=1C=C(C=C(C1)C)O 3-(((tert-butyldimethylsilyl)oxy)methyl)-5-methylphenol